CNC(=O)C=1SC=2CNCCC2N1 N-methyl-4,5,6,7-tetrahydrothiazolo[5,4-c]pyridine-2-carboxamide